5-bromo-N-(but-3-yn-2-yl)-3-(trifluoromethyl)picolinamide BrC=1C=C(C(=NC1)C(=O)NC(C)C#C)C(F)(F)F